C1=2C=C(C=CC2CC1)\C=C/C(=O)O (Z)-3-(bicyclo[4.2.0]oct-1(6),2,4-trien-3-yl)acrylic acid